ClC=1C=C(C(=O)N([C@@H](C(C)C)CN2CCCCC2)C)C=CC1Cl 3,4-Dichloro-N-methyl-N-[(1S)-2-methyl-1-(piperidin-1-ylmethyl)propyl]benzamide